N-(2,6-difluoro-3-(5-(2-(isopropylthio)pyrimidin-5-yl)-1H-pyrrolo[2,3-b]pyridine-3-carbonyl)phenyl)propane-1-sulfonamide FC1=C(C(=CC=C1C(=O)C1=CNC2=NC=C(C=C21)C=2C=NC(=NC2)SC(C)C)F)NS(=O)(=O)CCC